(2S)-1-{[2-(2-methylbiphenyl-3-yl)-1,3-benzooxazol-5-yl]methyl}piperidine-2-carboxylic acid CC1=C(C=CC=C1C=1OC2=C(N1)C=C(C=C2)CN2[C@@H](CCCC2)C(=O)O)C2=CC=CC=C2